ClC=1C=C(C=2N(N1)C=CN2)[C@@H]2[C@H](C2)C(=O)NC2=CC=CC=C2 (1S,2S)-2-(6-chloroimidazo[1,2-b]pyridazin-8-yl)-N-phenylcyclopropane-1-carboxamide